5-amino-1-(4,4-difluoro-1-methyl-pyrrolidin-3-yl)-3-[3-fluoro-4-[[(2-methoxybenzoyl)amino]methyl]phenyl]pyrazole-4-carboxamide NC1=C(C(=NN1C1CN(CC1(F)F)C)C1=CC(=C(C=C1)CNC(C1=C(C=CC=C1)OC)=O)F)C(=O)N